(2R,3S,4S,5R,6R)-2-(2-acetoxy-4-aminophenoxy)-6-(2-(diethoxyphosphoryl)ethyl)tetrahydro-2H-pyran-3,4,5-triyl triacetate C(C)(=O)O[C@@H]1[C@H](O[C@@H]([C@H]([C@@H]1OC(C)=O)OC(C)=O)CCP(=O)(OCC)OCC)OC1=C(C=C(C=C1)N)OC(C)=O